C(\C=C\C(=O)O)(=O)O.C1(C)=NC=CC=2C3=CC=C(OC)C=C3NC12.C1(C)=NC=CC=2C3=CC=C(OC)C=C3NC12 harmine hemi-fumarate